(2-(3,6-dibromo-9H-carbazol-9-yl)ethyl)phosphonic acid BrC=1C=CC=2N(C3=CC=C(C=C3C2C1)Br)CCP(O)(O)=O